NC1(COC2=C1C=CC(=C2)Br)CO (3-amino-6-bromo-2,3-dihydrobenzofuran-3-yl)methanol